bis-(3,5-dibromobenzyloxy)-dimethylmethane BrC=1C=C(COC(C)(C)OCC2=CC(=CC(=C2)Br)Br)C=C(C1)Br